ethyl 2-((2S,4R)-2-(((1,1-difluoroallyl)oxy)methyl)-4-(4-(trifluoromethyl)phenoxy)pyrrolidin-1-yl)pyrimidine-5-carboxylate FC(C=C)(F)OC[C@H]1N(C[C@@H](C1)OC1=CC=C(C=C1)C(F)(F)F)C1=NC=C(C=N1)C(=O)OCC